N[C@@H](CC(=O)N1CC=2N(CC1)C(=NC2C(=O)OCCCCN2CCOCC2)C(F)(F)F)CC2=C(C=C(C(=C2)F)F)F 4-morpholinobutyl (R)-7-(3-amino-4-(2,4,5-trifluorophenyl)butanoyl)-3-(trifluoromethyl)-5,6,7,8-tetrahydroimidazo[1,5-a]pyrazine-1-carboxylate